N-butylpyridine C(CCC)N1CC=CC=C1